C(C=C)OC(=O)NC[C@@H](CNC[C@H](CNC(OC(C)(C)C)=O)O)O tert-Butyl N-[(2R)-3-[[(2R)-3-(allyloxycarbonylamino)-2-hydroxypropyl]amino]-2-hydroxy-propyl]carbamate